tert-butyl 2-(2-fluorophenyl)-4-hydroxypyrrolidine-1-carboxylate FC1=C(C=CC=C1)C1N(CC(C1)O)C(=O)OC(C)(C)C